O1CCN(CC1)N1CCS(CC1)(=O)=O morpholinothiomorpholine-1,1-dioxide